1-(4-aminobenzyl)-2-butyl-1H-imidazo[4,5-c]Quinolin-4-amine NC1=CC=C(CN2C(=NC=3C(=NC=4C=CC=CC4C32)N)CCCC)C=C1